2-(2-(4-(3,3-difluoropiperidin-1-yl)-3-(1-(2,2,2-trifluoroethyl)-1H-indazole-3-carboxamido)benzamido)-5-fluorophenyl)acetic acid FC1(CN(CCC1)C1=C(C=C(C(=O)NC2=C(C=C(C=C2)F)CC(=O)O)C=C1)NC(=O)C1=NN(C2=CC=CC=C12)CC(F)(F)F)F